C(C)OC(CC1=CC=CC=C1)OCC phenylacetaldehyde diethyl acetal